ClC=1C=2N(C=CC1I)C(NN2)=O 8-chloro-7-iodo-[1,2,4]triazolo[4,3-a]pyridin-3(2H)-one